2-N-(1-(4-fluorophenyl)-6-(6-(2-methoxyethoxy)pyridin-3-yl)-1H-pyrazolo[3,4-d]pyrimidin-4-yl)-5-nitrothiophene-2-carboxamide FC1=CC=C(C=C1)N1N=CC=2C1=NC(=NC2NC(=O)C=2SC(=CC2)[N+](=O)[O-])C=2C=NC(=CC2)OCCOC